4-(2-bromo-5-(difluoromethoxy)-3-isopropylphenyl)-2-fluoropyridine BrC1=C(C=C(C=C1C(C)C)OC(F)F)C1=CC(=NC=C1)F